C(C1=CC=CC=C1)N1C2=NC=NC(=C2N=C1C1=CC(=C(OCCN2CCN(CC2)C(=O)OC(C)(C)C)C=C1Cl)OC)OC1(CC1)C tert-butyl 4-(2-(4-(9-benzyl-6-(1-methylcyclopropoxy)-9H-purin-8-yl)-5-chloro-2-methoxyphenoxy)ethyl)piperazine-1-carboxylate